CC=1C=C(C=CC1)/C=C/C(=O)C1=CC=C(C=C1)S(=O)(=O)NCCC(=O)O 3-[[4-[(E)-3-(3-Methylphenyl)prop-2-enoyl]phenyl]sulfonylamino]propanoic acid